(+/-)-3-bromo-2-methyloxane BrC1C(OCCC1)C